C(C)(C)(C)[Si](C)(C)OC[C@@H](C1=NC=CC(=C1)[N+](=O)[O-])OC |r| rac-tert-butyl-[2-methoxy-2-(4-nitro-2-pyridyl)ethoxy]-dimethyl-silane